C(C1=CC=CC=C1)C1=NOC(=N1)CCCCC 1-(3-Benzyl-1,2,4-oxadiazol-5-yl)pentane